2-[2-(difluoromethoxy)-6-methoxypyridin-4-yl]-1-[(3S)-3-{[6-methyl-5-(pyrimidin-2-yl)pyridin-2-yl]amino}pyrrolidin-1-yl]propan-1-one FC(OC1=NC(=CC(=C1)C(C(=O)N1C[C@H](CC1)NC1=NC(=C(C=C1)C1=NC=CC=N1)C)C)OC)F